BrC=1N=C(C(=NC1)NS(=O)(=O)C1=CNC2=CC(=CC=C12)Cl)OC N-(5-Bromo-3-methoxypyrazin-2-yl)-6-chloro-1H-indol-3-sulfonamid